gadolinium lanthanum oxide [O-2].[La+3].[Gd+3].[O-2].[O-2]